FC=1C(=NC(=NC1)NC=1C=C2CCNCC2=CC1)N1OCCC1C1=CC=CC=C1 N-(5-fluoro-4-(3-phenylisoxazolidin-2-yl)pyrimidin-2-yl)-1,2,3,4-tetrahydroisoquinoline-6-amine